tert-Butyl 3-[[6-chloro-5-(trifluoromethyl)-2-pyridyl]oxymethyl]azetidine-1-carboxylate ClC1=C(C=CC(=N1)OCC1CN(C1)C(=O)OC(C)(C)C)C(F)(F)F